6-(4-chlorophenyl)-5-methyl-2-(1-methyl-1H-pyrazol-4-yl)-3-oxo-2,3-dihydropyridazine-4-carboxylic acid ClC1=CC=C(C=C1)C=1C(=C(C(N(N1)C=1C=NN(C1)C)=O)C(=O)O)C